N=1NC=C2CN(CCC21)C(=O)O 6,7-dihydro-2H-pyrazolo[4,3-c]Pyridine-5(4H)-carboxylic acid